3-[(2-Chloroacetyl)-[[(2S)-2-[[(E)-3-(4-chloro-2-fluoro-phenyl)prop-2-enoyl]amino]-3-cyclohexyl-propanoyl]amino]amino]propanamide ClCC(=O)N(CCC(=O)N)NC([C@H](CC1CCCCC1)NC(\C=C\C1=C(C=C(C=C1)Cl)F)=O)=O